FC1=CC=C(C=C1)[C@H]1N([C@H](CC1)C)C(CN1C(O[C@]2(C1=O)CCC1=CC(=CC=C12)NC(C)=O)=O)=O N-((R)-3'-(2-((2S,5S)-2-(4-fluorophenyl)-5-methylpyrrolidin-1-yl)-2-oxoethyl)-2',4'-dioxo-2,3-dihydrospiro[indene-1,5'-oxazolidine]-5-yl)acetamide